2-(propylamino)ethan C(CC)NCC